NC1=C(C2=C(S1)C(=CC=C2C=2C(=C1C=3C(=NC(=NC3C2F)OC[C@@H]2NCCC2)N(CCO1)CCCC=C)Cl)F)C#N 2-amino-4-(8-chloro-10-fluoro-4-(pent-4-en-1-yl)-2-(((R)-pyrrolidin-2-yl)methoxy)-5,6-dihydro-4H-[1,4]oxazepino[5,6,7-de]quinazolin-9-yl)-7-fluorobenzo[b]thiophene-3-carbonitrile